ClC=1C=CC2=C(N(C(=N2)NC(C(C)C2(CC2)C(F)(F)F)=O)C2(CCC2)C)C1F N-(6-chloro-7-fluoro-1-(1-methylcyclobutyl)-1H-benzo[d]imidazol-2-yl)-2-(1-(trifluoromethyl)cyclopropyl)propanamide